7-(ethylsulfonyl)-6-[3-methyl-6-(trifluoromethyl)-3H-imidazo[4,5-b]pyridin-2-yl][1,3]thiazolo[4,5-c]pyridine C(C)S(=O)(=O)C=1C2=C(C=NC1C1=NC=3C(=NC=C(C3)C(F)(F)F)N1C)N=CS2